FC(C(C(=O)O)(O)C1=CC=C(C=C1)F)(F)F 3,3,3-trifluoro-2-(4-fluorophenyl)-2-hydroxypropanoic acid